phenyl ((2-(2,6-dioxopiperidin-3-yl)-3-oxoisoindolin-5-yl)methyl)carbamate O=C1NC(CCC1N1CC2=CC=C(C=C2C1=O)CNC(OC1=CC=CC=C1)=O)=O